C(CC)C1SSC=C1 3-propyl-dithiol